Cl.N1[C@H](COCC1)C(=O)OC methyl (R)-morpholine-3-carboxylate hydrochloride